C(C)(C)(C)OC(=O)NC1(CC2=CC(=CC=C2CC1)OC1=CC=CC2=CC=CC=C12)C(=O)OC methyl 2-((tert-butoxycarbonyl)amino)-7-(naphthalene-1-yloxy)-1,2,3,4-tetrahydronaphthalene-2-carboxylate